OC1(CS(C1)(=O)=O)C1=CC=C(C=C1)C(=O)N1CCC(CC1)C1=CC=C(C=C1)C(F)(F)F (4-(3-hydroxy-1,1-dioxidothietan-3-yl)phenyl)(4-(4-(trifluoromethyl)phenyl)piperidin-1-yl)methanone